C(C)(C)(C)OC(=O)N[C@H](C(=O)O)C(C)C1CCC1 (2S)-2-(tert-butoxycarbonyl-amino)-3-cyclobutyl-butanoic acid